(2r,3r,4s,5r)-2-(acetoxymethyl)-6-(((Z)-3-oxo-2-(quinolin-3-ylmethylene)-2,3-dihydrobenzofuran-6-yl)oxy)tetrahydro-2H-pyran C(C)(=O)OC[C@@H]1OC(CCC1)OC1=CC2=C(C(/C(/O2)=C/C=2C=NC3=CC=CC=C3C2)=O)C=C1